(2S,3S)-pentane-2,3-diol C[C@@H]([C@H](CC)O)O